COC1=NC=C(C(=N1)OC)C1=CC(=C(N=N1)C(=O)OC)N1CCCC1 methyl 6-(2,4-dimethoxypyrimidin-5-yl)-4-pyrrolidin-1-yl-pyridazine-3-carboxylate